6-(1-(1,3-dihydroxypropan-2-yl)-4-(4-fluorophenyl)-1H-imidazol-5-yl)imidazo[1,2-b]pyridazine-3-carboxamide OCC(CO)N1C=NC(=C1C=1C=CC=2N(N1)C(=CN2)C(=O)N)C2=CC=C(C=C2)F